1-[3-(1-hydroxyethyl)-6-[5-(pyridazin-4-ylamino)benzimidazol-1-yl]-2-pyridyl]-5-methyl-pyrazole-3-carbonitrile OC(C)C=1C(=NC(=CC1)N1C=NC2=C1C=CC(=C2)NC2=CN=NC=C2)N2N=C(C=C2C)C#N